methyl 5-bromo-6-(trifluoromethyl)pyrazine-2-carboxylate BrC=1N=CC(=NC1C(F)(F)F)C(=O)OC